C12NCCC(C2C1)C1=CC=CC(=N1)OCC1=C(C=C(C#N)C=C1)F 4-(((6-(2-Azabicyclo[4.1.0]heptan-5-yl)pyridin-2-yl)oxy)methyl)-3-fluorobenzonitrile